3-(5-isobutyl-3-methyl-cyclohexen-1,3-dien-1-yl)propanal C(C(C)C)C=1C=C(C=C(C1)CCC=O)C